S1C(=NC2=C1C=CC=C2)SC2=CC=C(C=C2)NC(=O)NC2=CC(=CC=C2)Cl 1-(4-(benzo[d]thiazol-2-ylsulfanyl)phenyl)-3-(3-chlorophenyl)urea